2-nitrosoanthracene N(=O)C1=CC2=CC3=CC=CC=C3C=C2C=C1